NCC(=O)NC=1SC2=C(N1)C=CC(=C2)N(C)C 2-Amino-N-(6-(dimethylamino)benzo[d]thiazol-2-yl)acetamide